1-(2,4-dichlorobenzyl)-indazole-3-acrylic acid ClC1=C(CN2N=C(C3=CC=CC=C23)C=CC(=O)O)C=CC(=C1)Cl